(S)-2-((((9H-fluoren-9-yl)methoxy)carbonyl)(methyl)amino)-3-(4-(cyanomethyl)phenyl)propanoic acid C1=CC=CC=2C3=CC=CC=C3C(C12)COC(=O)N([C@H](C(=O)O)CC1=CC=C(C=C1)CC#N)C